S-(2-(Ethyl sulfinyl)ethyl) O,O-dimethyl phosphorothioate P(SCCS(=O)CC)(OC)(OC)=O